ClC1=CC=C(OC(CON)C)C=C1 2-(4-chlorophenoxy)-propoxyamine